5-methoxy-2-(piperidin-4-yl)-N-(tetrahydro-2H-pyran-4-yl)benzo[d]thiazole-6-carboxamide COC=1C(=CC2=C(N=C(S2)C2CCNCC2)C1)C(=O)NC1CCOCC1